3-(4-(N,N-dimethylamino)phenyl)-1-phenylprop-2-en-1-one CN(C)C1=CC=C(C=C1)C=CC(=O)C1=CC=CC=C1